3,5-diethylaminosalicylaldehyde C(C)NC1=C(C(C=O)=CC(=C1)NCC)O